2-monofluoroPhenylalanine FC1=C(C[C@H](N)C(=O)O)C=CC=C1